(S)-2-((tert-butoxycarbonyl)amino)-4-morpholino-4-oxobutanoic acid C(C)(C)(C)OC(=O)N[C@H](C(=O)O)CC(=O)N1CCOCC1